Cl.COC1CNCC1 3-methoxyazacyclopentane hydrochloride